C(C1=CC=CC=C1)OC=1C=CC(=C2C=CC=NC12)[C@H](CN1CC2=CC=CC=C2CC1)O (R)-8-(benzyloxy)-5-(2-(3,4-dihydroisoquinolin-2(1H)-yl)-1-hydroxyethyl)quinoline